ClCC=1N=C2N(C=C(C(=C2)C(F)(F)F)C)C1 (chloromethyl)-6-methyl-7-(trifluoromethyl)imidazo[1,2-a]pyridine